CO/C=C/C=1C=CC(=NC1)C 5-[(E)-2-methoxyvinyl]-2-methylpyridine